1-(6-chloroindan-5-yl)-3-[(1S)-1-(2-pyrimidin-2-yl-1,2,4-triazol-3-yl)ethyl]urea ClC1=C(C=C2CCCC2=C1)NC(=O)N[C@@H](C)C=1N(N=CN1)C1=NC=CC=N1